N[C@H]1CN(CCCC1)C1=NC2=CC=C(C=C2C(=N1)C1=CC(=C(C#N)C=C1)F)C1=C(C=CC=C1C(F)(F)F)F (R)-4-(2-(3-Aminoazepan-1-yl)-6-(2-fluoro-6-(trifluoromethyl)phenyl)quinazolin-4-yl)-2-fluorobenzonitrile